C(C)(C)(C)N(C(=O)OC1[C@H](O[C@H](C1)N1N=CC=2C1=NC=NC2N)CO)[C@H](CN)COCC (2R,4S,5R)-5-(4-amino-1H-pyrazolo[3,4-d]pyrimidine-1-yl)-2-(hydroxyl-methyl)tetrahydrofuran-3-ol (R)-tert-Butyl-1-amino-3-ethoxypropan-2-ylcarbamate